ClC1=CC=C(O1)C1C(=NN(C1(C(=O)NC1CN(CC1OC)C)C)C1=C(C=C(C=C1)F)F)C1=C(C=C(C=C1)F)F 4-(5-chlorofuran-2-yl)-1,3-bis(2,4-difluorophenyl)-N-(4-methoxy-1-methyl-pyrrolidin-3-yl)-5-methyl-4,5-dihydro-1H-pyrazole-5-carboxamide